NC=1C(=C(C=C2C=C(N=CC12)NC1=NN2CC(N(CCC2=C1)C)=O)C=1C=NN2C1CNCC2)F 2-((8-amino-7-fluoro-6-(4,5,6,7-tetrahydropyrazolo[1,5-a]pyrazin-3-yl)isoquinolin-3-yl)amino)-6-methyl-5,6-dihydro-4H-pyrazolo[1,5-d][1,4]diazepin-7(8H)-one